ethylene glycol triisostearate C(CCCCCCCCCCCCCCC(C)C)(=O)O.C(CCCCCCCCCCCCCCC(C)C)(=O)O.C(CCCCCCCCCCCCCCC(C)C)(=O)O.C(CO)O